2-(2-furyl)benzylidene-3-cyclohexenone O1C(=CC=C1)C1=C(C=C2C(CCC=C2)=O)C=CC=C1